C(#N)C=1C=CC(=NC1)N1C[C@H](N(CC1)C(C(O\N=C\[C@H](C)NC([O-])=O)C(C)(C)C)=O)C ((S,E)-1-((2-((R)-4-(5-cyanopyridin-2-yl)-2-methylpiperazin-1-yl)-2-oxo-Tert-butyl ethoxy)imino)propan-2-yl)carbamate